N-ethyl-N-(2,2,2-trifluoro-1-(4-fluorophenyl)ethyl)tetrahydro-2H-pyran-3-sulfonamide C(C)N(S(=O)(=O)C1COCCC1)C(C(F)(F)F)C1=CC=C(C=C1)F